Ethyl (5-phenyl-3-(pyridin-3-ylmethyl)pyrazin-2-yl)phenylalaninate C1(=CC=CC=C1)C=1N=C(C(=NC1)N[C@@H](CC1=CC=CC=C1)C(=O)OCC)CC=1C=NC=CC1